8-[(dimethylamino)methyl]-5,7-dihydroxy-3-(4-methoxyphenyl)-4H-chromen-4-one CN(C)CC=1C(=CC(=C2C(C(=COC12)C1=CC=C(C=C1)OC)=O)O)O